(S)-1-(5-(2-(1-cyclopropylethyl)-3-oxo-4-(2-oxo-6-azaspiro[3.3]heptan-6-yl)-2,3-dihydro-1H-pyrrolo[3,4-c]pyridin-6-yl)-4-methylthiazol-2-yl)-3-methylurea C1(CC1)[C@H](C)N1C(C=2C(=NC(=CC2C1)C1=C(N=C(S1)NC(=O)NC)C)N1CC2(CC(C2)=O)C1)=O